N1,N8-bis(2-(4-(3-isopropyl-2-(8-methoxy-[1,2,4]triazolo[1,5-a]pyridin-6-yl)-1H-indol-5-yl)piperidin-1-yl)ethyl)octanediamide C(C)(C)C1=C(NC2=CC=C(C=C12)C1CCN(CC1)CCNC(CCCCCCC(=O)NCCN1CCC(CC1)C=1C=C2C(=C(NC2=CC1)C=1C=C(C=2N(C1)N=CN2)OC)C(C)C)=O)C=2C=C(C=1N(C2)N=CN1)OC